(2R)-2-(3-chlorophenyl)-N-methylpyrrolidine-1-carboxamide ClC=1C=C(C=CC1)[C@@H]1N(CCC1)C(=O)NC